C(C)(C)(C)C1=CN=C(O1)CSC1=CN=C(S1)NC(=O)C1CCN(CC1)CC(=O)NCCCCCNC(OC(C)(C)C)=O tert-butyl (5-(2-(4-((5-(((5-(tert-butyl)oxazol-2-yl)methyl)thio) thiazol-2-yl)carbamoyl)piperidin-1-yl)acetamido)pentyl)carbamate